OC(C)(C)C1=CC(=NC(=N1)C1=CN=CN1C)C(=O)NC=1C=NC(=CC1)C(F)(F)F 6-(2-hydroxypropan-2-yl)-2-(1-methyl-1H-imidazol-5-yl)-N-(6-(trifluoromethyl)pyridin-3-yl)pyrimidine-4-carboxamide